3-(5-bromo-2-oxo-benzo[cd]indol-1(2H)-yl)azepan-2,7-dione BrC=1C=CC=2C(N(C3=CC=CC1C23)C2C(NC(CCC2)=O)=O)=O